FC=1C(=CC2=CN(N=C2C1C)C)NC(=O)N1CCC=2C1=NC=CC2N2CCN(C1(CC1)C2)C(=O)OC(C)(C)C tert-butyl 7-(1-((6-fluoro-2,7-dimethyl-2H-indazol-5-yl) carbamoyl)-2,3-dihydro-1H-pyrrolo[2,3-b]pyridin-4-yl)-4,7-diazaspiro[2.5]octane-4-carboxylate